CC1=CC=C(C=C1)N1OCCCC1 2-(4-methylphenyl)-4,5-dihydro-oxazine